C(C)(C)(C)O[C@H](C(=O)OCC)C1=C(C2=C(N=C(S2)C=2C=C3C(=NN(C3=CC2)C)N2C3CN(CC2CC3)C3COC3)C=C1C)C1=CC=C(C=C1)Cl ethyl (2S)-2-(tert-butoxy)-2-(7-(4-chlorophenyl)-5-methyl-2-(1-methyl-3-(3-(oxetan-3-yl)-3,8-diazabicyclo[3.2.1]octan-8-yl)-1H-indazol-5-yl)benzo[d]thiazol-6-yl)acetate